Cl.NCC1=CC=C(C=C1)N1C(=NC=2C1=NC(=CC2)Cl)C=2C(=NC=CC2)N 3-(3-(4-(aminomethyl)phenyl)-5-chloro-3H-imidazo[4,5-b]pyridin-2-yl)pyridin-2-amine hydrochloride